15-(3-(2-(trifluoromethyl)pyrimidin-5-yl)ureido)pentadecanoic acid FC(C1=NC=C(C=N1)NC(NCCCCCCCCCCCCCCC(=O)O)=O)(F)F